2-[(3S,4R)-4-{2-[(tert-butyldimethylsilyl)oxy]ethoxy}-3-fluoro-3-methylpiperidin-1-yl]-4-(2,2,12,12-tetramethyl-5,9-dioxa-7-aza-2,12-disilatridecan-7-yl)pyrimidine [Si](C)(C)(C(C)(C)C)OCCO[C@H]1[C@@](CN(CC1)C1=NC=CC(=N1)N(COCC[Si](C)(C)C)COCC[Si](C)(C)C)(C)F